C(C)C=1C=CC=C2C=CC=C(C12)N1CC=2N=C(N=C(C2CC1)N1CCOCC(C1)O)OCC12CCCN2CCC1 4-(7-(8-ethylnaphthalen-1-yl)-2-((tetrahydro-1H-pyrrolizin-7a(5H)-yl)methoxy)-5,6,7,8-tetrahydropyrido[3,4-d]pyrimidin-4-yl)-1,4-oxazepan-6-ol